2-bromo-5-methoxybenzeneboronic acid BrC1=C(C=C(C=C1)OC)B(O)O